silylene-bis(2-methyl-4,7-diethyl-inden-1-yl)hafnium [SiH2]=[Hf](C1C(=CC2=C(C=CC(=C12)CC)CC)C)C1C(=CC2=C(C=CC(=C12)CC)CC)C